(2S)-N-[(1S)-1-cyano-2-{4-[3-(2,2-difluoroethyl)-7-fluoro-2-oxo-2,3-dihydro-1,3-benzoxazol-5-yl]phenyl}ethyl]-1,4-oxazepan-2-carboxamide C(#N)[C@H](CC1=CC=C(C=C1)C=1C=C(C2=C(N(C(O2)=O)CC(F)F)C1)F)NC(=O)[C@H]1OCCCNC1